5-(2-aminopyridin-4-yl)-7-(pyridin-4-yl)-1H-indazol-3-amine NC1=NC=CC(=C1)C=1C=C2C(=NNC2=C(C1)C1=CC=NC=C1)N